2,2-difluoroethyl thiophene-2-sulfonate S1C(=CC=C1)S(=O)(=O)OCC(F)F